(1S,3S)-3-((6-(5-(((4-(1-hydroxy-2-methyl-propan-2-yl)pyrimidin-2-yl)amino)methyl)-1-methyl-1H-1,2,3-triazol-4-yl)-2-methyl-pyridin-3-yl)oxy)cyclohexane-1-carboxylic acid OCC(C)(C)C1=NC(=NC=C1)NCC1=C(N=NN1C)C1=CC=C(C(=N1)C)O[C@@H]1C[C@H](CCC1)C(=O)O